3-[(2-hydroxyethyl)amino]propanamide OCCNCCC(=O)N